(Z)-N'-(5-cyanopyridin-2-yl)-N'-methyl-4-(1,4,4,4-tetrafluoro-3-(3,4,5-trichlorophenyl)but-1-en-1-yl)-2-(trifluoromethyl)benzoyl-hydrazine C(#N)C=1C=CC(=NC1)N(NC(C1=C(C=C(C=C1)/C(=C/C(C(F)(F)F)C1=CC(=C(C(=C1)Cl)Cl)Cl)/F)C(F)(F)F)=O)C